C(C)(C)(C)OC(=O)N1CC=C(CC1)C1=CN=CC2=C1OCC(N2)=O.C(#N)C2(CCCC2)C2=CC=C(C=C2)NC(C2=C(N=CC=C2)NCCC(C)C)=O N-(4-(1-cyanocyclopentyl)phenyl)-2-(isopentylamino)nicotinamide tert-butyl-4-(3-oxo-3,4-dihydro-2H-pyrido[4,3-b][1,4]oxazin-8-yl)-5,6-dihydropyridine-1(2H)-carboxylate